[(1s,4s)-4-(trifluoromethyl)cyclohexyl]piperidine-4-carboxamide FC(C1CCC(CC1)N1CCC(CC1)C(=O)N)(F)F